[Cl-].[Cl-].C[SiH](C)[Zr+](C1C=CC2=CC=CC=C12)C1C=C(C2=CC=CC=C12)C(C)C.C[SiH](C)[Zr+](C1C=C(C2=CC=CC=C12)C(C)C)C1C=CC2=CC=CC=C12 Dimethylsilyl-(3-isopropyl-indenyl)indenyl-zirconium (IV) dichloride